C(#N)C=1C=NC(=C(C(=O)NC2=CC(=CC=C2)[S@@](=O)(=NC(CNC)=O)C)C1C)N1CCC(CCC1)(F)F (R)-5-cyano-2-(4,4-difluoroazepan-1-yl)-4-methyl-N-(3-(S-methyl-N-(methylglycyl)sulfonimidoyl)phenyl)nicotinamide